(4E)-4-[3-(3-chlorophenyl)prop-2-yn-1-ylidene]-N-methoxy-N,3,3-trimethylpiperidine-1-carboxamide ClC=1C=C(C=CC1)C#C\C=C/1\C(CN(CC1)C(=O)N(C)OC)(C)C